2-[3-[6-[5-(5-chloro-2-fluoro-phenyl)-1H-imidazol-4-yl]-1,5-naphthyridin-3-yl]pyrazol-1-yl]-N-methyl-ethanamine ClC=1C=CC(=C(C1)C1=C(N=CN1)C=1N=C2C=C(C=NC2=CC1)C1=NN(C=C1)CCNC)F